C(CCC)P(OCC(CCCC)CC)([O-])=O (2-ethylhexyl) (butylphosphonate)